mono-n-dodecyl-dioxyethylenesulfosuccinic acid C(CCCCCCCCCCC)OOCCC(C(=O)O)(CC(=O)O)S(=O)(=O)O